1-methylsulfonylmethyl-3-methylimidazole bis(trifluoromethanesulfonyl)imide salt [N-](S(=O)(=O)C(F)(F)F)S(=O)(=O)C(F)(F)F.CS(=O)(=O)CN1CN(C=C1)C